Tert-butyl-5-[fluoro-bis(isopropyl) silyl]-4-methoxy-2-pyridylcarbamate C(C)(C)(C)OC(NC1=NC=C(C(=C1)OC)[Si](C(C)C)(C(C)C)F)=O